C(C)C=1C=C2C=CC=C(C2=CC1)S(=O)(=O)O 6-ethyl-1-naphthalenesulfonic acid